methyl (3-fluoro-4-methylphenyl)carbamate FC=1C=C(C=CC1C)NC(OC)=O